NC=1C2=C(N=CN1)N(C=C2)[C@@H]2C=C([C@H]([C@H]2O)O)CCC=2C=C(C=C1CCNCC21)C(F)F (1S,2R,5R)-5-(4-amino-7H-pyrrolo[2,3-d]pyrimidin-7-yl)-3-(2-(6-(difluoromethyl)-1,2,3,4-tetrahydroisoquinolin-8-yl)ethyl)cyclopent-3-ene-1,2-diol